NC1=C(C2=C(S1)C(=CC=C2C2=C(C=C1C(=NC(=NC1=C2F)OC[C@]21CCCN1C[C@@H](C2)F)N(CCCCC(=O)OC)C)Cl)F)C#N methyl 5-((7-(2-amino-3-cyano-7-fluorobenzo[b]thiophen-4-yl)-6-chloro-8-fluoro-2-(((2R,7aS)-2-fluorotetrahydro-1H-pyrrolizin-7a(5H)-yl)methoxy)quinazolin-4-yl) (methyl)amino)pentanoate